1-methyl-N-(1-(6-morpholinopyrimidin-4-yl)pyrrolidin-3-yl)-1H-imidazol-2-amine CN1C(=NC=C1)NC1CN(CC1)C1=NC=NC(=C1)N1CCOCC1